ClCC1(COC1)CCl 3,3-di(chloromethyl)oxetane